(S)-1-(1-(1-((1-(4-(1-(3-Amino-6-(2-hydroxyphenyl)pyridazin-4-yl)piperidin-3-yl)benzoyl)piperidin-4-yl)methyl)piperidin-4-yl)-1H-indol-4-yl)dihydropyrimidine NC=1N=NC(=CC1N1C[C@@H](CCC1)C1=CC=C(C(=O)N2CCC(CC2)CN2CCC(CC2)N2C=CC3=C(C=CC=C23)N2CNCC=C2)C=C1)C1=C(C=CC=C1)O